[O-2].[Ti+4].C(C=C)#N.[O-2] acrylonitrile compound with titanium oxide